methyl 4-[4-amino-3-(difluoromethyl)pyrazol-1-yl]-2-fluorobenzoate NC=1C(=NN(C1)C1=CC(=C(C(=O)OC)C=C1)F)C(F)F